tert-Butyl N-[2-[[(4-allyl-1-benzyl-pyrazole-3-carbonyl)amino]carbamoyl]-6-[(1R)-1-methylbut-3-enoxy]-5-(trifluoromethyl)-3-pyridyl]carbamate C(C=C)C=1C(=NN(C1)CC1=CC=CC=C1)C(=O)NNC(=O)C1=NC(=C(C=C1NC(OC(C)(C)C)=O)C(F)(F)F)O[C@@H](CC=C)C